O1[C@@H]([C@@](O)(C(=O)C=2C(O)=CC(O)=CC12)CC(=O)[O-])C1=CC=C(O)C=C1 AROMADENDRIN-3-ACETAT